[C@H](C)(CC)NC=1C2=C(N=C(N1)NC1=CC=C(C3=C1OCCO3)C(=O)N3CCOCC3)NC=C2Cl (S)-(8-((4-(sec-butylamino)-5-chloro-7H-pyrrolo[2,3-d]pyrimidin-2-yl)amino)-2,3-dihydrobenzo[b][1,4]dioxin-5-yl)(morpholino)methanone